N-{4-[2-(2-chlorophenyl)acetamido]pyridin-2-yl}-N-(2,4-dimethylphenyl)acetamide ClC1=C(C=CC=C1)CC(=O)NC1=CC(=NC=C1)N(C(C)=O)C1=C(C=C(C=C1)C)C